C(C=C)(=O)N1C[C@@H]2N(C3=C(C(N(C=4N=C(C(=CC34)F)C3=C(C=CC=C3O)F)C=3C(=NC=CC3C)C(C)C)=O)OC2)CC1 (4aS)-3-acryloyl-11-fluoro-10-(2-fluoro-6-hydroxyphenyl)-8-(2-isopropyl-4-methylpyridin-3-yl)-1,2,3,4,4a,5-hexahydropyrazino[1',2':4,5][1,4]oxazino[2,3-c][1,8]naphthyridin-7(8H)-one